COC1=CC=C(C=C1)/C=C/C(=O)C1=CC=C(C=C1)[N+](=O)[O-] (E)-3-(4-methoxyphenyl)-1-(4-nitrophenyl)prop-2-en-1-one